OC[C@H](CCNC(C)C)NC(=O)C1=C(C=C2C=NN(C2=C1)CC(C)C)OC1=C(C=C(C=C1)F)F (S)-5-(2,4-difluorophenoxy)-1-isobutyl-1H-indazole-6-carboxylic acid (1-hydroxymethyl-3-isopropylaminopropyl) amide